8-(3-Bromo-2-fluoro-pyridin-4-yl)-6-chloro-1-methyl-9H-pyrido[3,4-b]indole BrC=1C(=NC=CC1C=1C=C(C=C2C3=C(NC12)C(=NC=C3)C)Cl)F